2,4,6-trichloros-triazine ClC1=NC(=NC(=N1)Cl)Cl